C(C)NC(C1=CC(=C(C=C1)F)F)=O N-ethyl-3,4-difluorobenzamide